N-(2-chloro-4-(pyridin-3-yl)phenyl)-2-(2-(cyclopropanesulfonamido)thiazol-4-yl)-2-methylpropanamide ClC1=C(C=CC(=C1)C=1C=NC=CC1)NC(C(C)(C)C=1N=C(SC1)NS(=O)(=O)C1CC1)=O